ClC1=CC=C(S1)CNC1=CC(=NN1C(C(COC)(C)C)=O)C1(CNCCC1)C 1-(5-{[(5-Chlorothiophen-2-yl)methyl]amino}-3-(3-methylpiperidin-3-yl)-1H-pyrazol-1-yl)-3-methoxy-2,2-dimethylpropan-1-on